2-methoxy-5-((2-phenylpyridin-3-yl)methoxy)isonicotinaldehyde COC=1C=C(C=O)C(=CN1)OCC=1C(=NC=CC1)C1=CC=CC=C1